C1(CCCCC1)CCNC=O N-(2-cyclohexylethyl)carboxamide